CS(=O)(=O)O.COC1=C(C=CC=C1C1=NN(C=N1)C([2H])([2H])[2H])NC1=CC(=NC=C1C(CC([2H])([2H])[2H])=O)C1(CC1)C(=O)N (4-((2-methoxy-3-(1-(methyl-d3)-1H-1,2,4-triazol-3-yl)phenyl)amino)-5-(propanoyl-3,3,3-d3)pyridin-2-yl)cyclopropanecarboxamide methanesulfonic acid salt